Myristic acid succinimidyl ester C1(CCC(N1OC(CCCCCCCCCCCCC)=O)=O)=O